ClC=1C(=NC=CN1)N1CCC2([C@@H]([C@@H](OC2)C)N[S@@](=O)C(C)(C)C)CC1 (S)-N-((3S,4S)-8-(3-chloropyrazin-2-yl)-3-methyl-2-oxa-8-azaspiro[4.5]decan-4-yl)-2-methylpropan-2-sulfinamide